O[C@@H]1C[C@H](CC1)NC1=C2C(=NC=C1C(=O)OCC)NC=C2 |r| ethyl (trans)-(rac)-4-((3-hydroxycyclopentyl) amino)-1H-pyrrolo[2,3-b]pyridine-5-carboxylate